C[Si](CCO[NH-])(C)C 2-trimethylsilylethyloxyamide